FC(C(=O)O)(F)F.N[C@@H](CC1=CC=CC=C1)C(=O)N[C@@H](CSC(C1=CC=CC=C1)=O)C(=O)O N-(L-phenylalanyl)-S-benzoyl-L-cysteine trifluoroacetic acid salt